CC=1C=NC=2N(C(C(=C(N2)C(F)(F)F)C=2C=NN(C2)CC(C(F)(F)F)(F)F)=O)C1 7-methyl-3-[1-(2,2,3,3,3-pentafluoropropyl)-1H-pyrazol-4-yl]-2-(trifluoromethyl)-4H-[1,3]diazino[1,2-a]pyrimidin-4-one